N1CC(C1)C1=NN2C(=NC(=CC2=N1)NC(C)=O)C=1OC=CC1 N-[2-(azetidin-3-yl)-5-(furan-2-yl)-[1,2,4]triazolo[1,5-c]pyrimidin-7-yl]acetamide